3,5-difluorophenyl-5,5-difluoro-3-(trifluoromethyl)-4,5,6,7-tetrahydro-1H-indol-4-ol FC=1C=C(C=C(C1)F)N1C=C(C=2C(C(CCC12)(F)F)O)C(F)(F)F